OC=1C=C(C=CC1O)C(C=C)O (3,4-Dihydroxyphenyl)-2-propen-1-ol